(2-fluoro-4-(4,4,5,5-tetramethyl-1,3,2-dioxaborolan-2-yl)phenyl)urea FC1=C(C=CC(=C1)B1OC(C(O1)(C)C)(C)C)NC(=O)N